2-oxo-2-(pyrrolidin-1-yl)ethyl (R)-2-amino-3-(7-methylthieno[3,2-b]pyridine-2-carboxamido)propanoate N[C@@H](C(=O)OCC(N1CCCC1)=O)CNC(=O)C1=CC2=NC=CC(=C2S1)C